NC1=CC=CC(=N1)S(=O)(=O)NC(=O)C=1C(=NC(=CC1)C=1C=NC(=CC1)OC(C)C)N1C[C@H]2CC[C@@H]1C2 N-[(6-Amino-2-pyridyl)sulfonyl]-2-[(1S,4R)-3-azabicyclo[2.2.1]heptan-3-yl]-6-(6-isopropoxy-3-pyridyl)pyridin-3-carboxamid